CCC=CCC(CCCCCC)OC1=CC=C(C=C1)CCC(C)=O 4-(4-(dodec-3-en-6-yloxy)phenyl)butan-2-one